1,5-Diiodopentan ICCCCCI